N=1N=C(N2C1CSCC2)C2=CC=C(N=N2)OCC=2C(=NOC2C)C2=CC=C(C=C2)F 4-(((6-(5,6-dihydro-8H-[1,2,4]triazolo[3,4-c][1,4]thiazin-3-yl)pyridazin-3-yl)oxy)methyl)-3-(4-fluorophenyl)-5-methylisoxazole